ClC=1C=C(C=CC1F)NC(=O)C=1N(C=C2C1OC[C@H]1[C@@H](NS2(=O)=O)CN(C1)C(=O)OCC)C (3aR,10aR)-ethyl 8-((3-chloro-4-fluorophenyl)carbamoyl)-7-methyl-3a,4,10,10a-tetrahydro-1H,7H-dipyrrolo[3,4-b:3',4'-f][1,4,5]oxathiazocine-2(3H)-carboxylate 5,5-dioxide